5,5-dimethyl-2-[4-(4-pyridyl)-2-piperazinylcarbonylamino]-3-hexenoic acid CC(C=CC(C(=O)O)NC(=O)C1NCCN(C1)C1=CC=NC=C1)(C)C